C1(CC1)S(=O)(=O)NC=1SC=C(N1)CNC(C1=CC=C(C=C1)C1=NC(=CN=C1)C(F)(F)F)=O N-((2-(cyclopropanesulfonamido)thiazol-4-yl)methyl)-4-(6-(trifluoromethyl)pyrazin-2-yl)benzamide